methyl 5-(6-((tert-butoxycarbonyl)amino)hexyl)isoxazole-3-carboxylate C(C)(C)(C)OC(=O)NCCCCCCC1=CC(=NO1)C(=O)OC